COCCN1N=CC(=C1)CNC(C1=CC=C(C=C1)C1=NC=CC2=C1C=CN2)=O N-{[1-(2-methoxyethyl)-1H-pyrazol-4-yl]methyl}-4-(1H-pyrrolo[3,2-c]pyridin-4-yl)benzamide